tin magnesium sulfide [S-2].[Mg+2].[Sn+4].[S-2].[S-2]